(R)-2-(2-(oxetan-3-yloxy)pyridin-4-yl)-8-phenyl-7,8-dihydro-6H-pyrrolo[2',1':2,3]imidazo[4,5-b]piperidine O1CC(C1)OC1=NC=CC(=C1)[C@H]1CCC2=C(N1)N1C(=N2)CCC1C1=CC=CC=C1